diphenyl disulfone C1(=CC=CC=C1)S(S(=O)(=O)C1=CC=CC=C1)(=O)=O